N-[2-(4-chlorophenyl)-2-oxoethyl]-6-methoxypyridine-3-carboxamide ClC1=CC=C(C=C1)C(CNC(=O)C=1C=NC(=CC1)OC)=O